(2RS)-4,4-difluoro-N-{4-[5-fluoro-7-(2-methoxyethoxy)-3-(pyridin-2-yl)-1H-pyrrolo[3,2-b]pyridin-2-yl]pyridin-2-yl}-2-(4-fluorophenyl)butanamide FC(C[C@@H](C(=O)NC1=NC=CC(=C1)C1=C(C2=NC(=CC(=C2N1)OCCOC)F)C1=NC=CC=C1)C1=CC=C(C=C1)F)F |r|